Glutaconate C(C=CCC(=O)[O-])(=O)[O-]